tert-butyl 4-oxo-3,4-dihydropyridine-1(2H)-carboxylate O=C1CCN(C=C1)C(=O)OC(C)(C)C